2-methyl-1,6-diaminohexane CC(CN)CCCCN